5-Bromo-6-[(1r,3r)-3-aminocyclobutyl]-7H-pyrrolo[2,3-d]pyrimidin-4-amine BrC1=C(NC=2N=CN=C(C21)N)C2CC(C2)N